OCC(C)NC(O[C@@H]1CC[C@H](CC1)C(N(C[C@@H]1CC[C@H](CC1)C1=NC(=C(C=C1)OC)C)C1=NC=CC(=C1)C=1N=C(OC1)C1CC1)=O)=O trans-4-((4-(2-Cyclopropyloxazol-4-yl) pyridin-2-yl)((trans-4-(5-methoxy-6-methylpyridin-2-yl)cyclohexyl)methyl) carbamoyl)cyclohexyl (1-hydroxypropan-2-yl)carbamate